2-(3,3-difluoro-2-(2-methoxyphenyl)allyl)-1,3-dioxolane FC(=C(CC1OCCO1)C1=C(C=CC=C1)OC)F